C(C)N(C1=C(C(NC2=CC=CC=C12)=O)C#N)CC 4-(diethylamino)-2-oxo-1,2-dihydroquinoline-3-carbonitrile